3-(3-(3-Methoxyphenyl)-4-thiazolinonyl)-N-(4-(thiophen-2-yl)butyl)benzamide COC=1C=C(C=CC1)N1C(SC=C1C=1C=C(C(=O)NCCCCC=2SC=CC2)C=CC1)=O